(S)-2-(4-(2-(4-(5-(3,5-difluorophenyl)-4,5-dihydro-1H-pyrazol-1-carbonyl)piperazin-1-yl)-5-fluoropyrimidin-4-yl)-3,5-dimethyl-1H-pyrazol-1-yl)acetamide FC=1C=C(C=C(C1)F)[C@@H]1CC=NN1C(=O)N1CCN(CC1)C1=NC=C(C(=N1)C=1C(=NN(C1C)CC(=O)N)C)F